4,5-dihydro-1H-pyrrolo[3,4-c]pyrazol-6-one N1N=CC2=C1C(NC2)=O